COC1=CC=C(C=C1)C=1C=CC=C2C=NC(=NC12)NC1=CC(=CC=C1)CN1CCN(CC1)C 8-(4-(methoxy)phenyl)-N-(3-((4-methylpiperazin-1-yl)methyl)phenyl)quinazolin-2-amine